COC=1C=C(C[C@@H]2[C@H](C(OC2)=O)CC2=CC(=C(C=C2)O)NC)C=CC1OC (3R,4R)-4-(3,4-Dimethoxybenzyl)-3-(4-hydroxy-3-(methylamino)benzyl)dihydrofuran-2(3H)-one